ClC=1N=CC2=C(C=CC(=C2C1)C(C)C)N1[C@@H]([C@H](C1)CS(=O)(=O)CC)C 3-chloro-8-((2R,3S)-3-(ethylsulfonylmethyl)-2-methylazetidin-1-yl)-5-isopropylisoquinoline